1-benzyl-1-(1-(2,6-dimethylphenyl)-2-oxopyrrolidin-3-yl)piperidin-1-ium bromide [Br-].C(C1=CC=CC=C1)[N+]1(CCCCC1)C1C(N(CC1)C1=C(C=CC=C1C)C)=O